ClC1=CNC(C(=N1)C(=O)N)=O 6-chloro-3-oxo-3,4-dihydropyrazine-2-formamide